7-[1-(2,2-difluoroethyl)-3-methyl-1H-pyrazolo[3,4-b]pyrazin-6-yl]-2-[4-(trifluoromethyl)pyridin-2-yl]-2,7-diazaspiro[3.5]nonane FC(CN1N=C(C=2C1=NC(=CN2)N2CCC1(CN(C1)C1=NC=CC(=C1)C(F)(F)F)CC2)C)F